CC1=NOC(=C1NC(=O)N1CCNCC1)C N-(3,5-dimethyl-1,2-oxazol-4-yl)piperazin-1-carboxamid